ClC=1C(=NC=NC1)C=1C(=CC=C2C(=C(N=CC12)C(=O)NCCC)NCC1=CC=C(C=C1)OC)F 8-(5-chloropyrimidin-4-yl)-7-fluoro-4-((4-methoxybenzyl)amino)-N-propylisoquinoline-3-carboxamide